N1C=CC2=CC(=CC=C12)C1=NN2C(N(C3=C(C2=O)CN(C3=O)C(C)C)CC(=O)NC3=NC=C(C=C3)F)=C1 2-(2-(1H-indol-5-yl)-6-isopropyl-5,8-dioxo-5,6,7,8-tetrahydro-4H-pyrazolo[1,5-a]pyrrolo[3,4-d]pyrimidin-4-yl)-N-(5-fluoropyridin-2-yl)acetamide